N[C@H]1CN(CC1)C1=C(C=NC(=C1C1=CC(=CC(=C1)F)F)C#N)C(=O)N[C@@H](C(F)(F)F)C 4-[(3R)-3-aminopyrrolidin-1-yl]-6-cyano-5-(3,5-difluorophenyl)-N-[(2R)-1,1,1-trifluoropropan-2-yl]pyridine-3-carboxamide